N-(2-(4,4-Difluoropiperidin-1-yl)-6-methylpyrimidin-4-yl)-6-((3-(hydroxymethyl)oxetan-3-yl)amino)-2-(6-azaspiro[2.5]octan-6-yl)nicotinamid FC1(CCN(CC1)C1=NC(=CC(=N1)NC(C1=C(N=C(C=C1)NC1(COC1)CO)N1CCC2(CC2)CC1)=O)C)F